N[C@@H]1CC(N(C1)C1=CC=C(C=C1)S(=O)(=O)N1CCN(CC1)C1=NC(=CC(=C1)C([C@@H]1CC[C@H](CC1)C(=O)N[C@H]1CNC[C@@H]1C)(F)F)Cl)=O Trans-4-[[2-[4-[4-[(4R)-4-amino-2-oxo-pyrrolidin-1-yl]phenyl]sulfonylpiperazin-1-yl]-6-chloro-4-pyridyl]-difluoro-methyl]-N-[(3R,4S)-4-methylpyrrolidin-3-yl]cyclohexanecarboxamide